(5-oxo-6-((2-(trimethylsilyl)ethoxy)methyl)-6,7-dihydro-5H-pyrrolo[3,4-b]pyridin-3-yl)boronic acid O=C1N(CC2=NC=C(C=C21)B(O)O)COCC[Si](C)(C)C